O=C1NC(CCC1C1=C(CN2CCN(CC2)C2=CC=C(C(=O)NC=3C4=C(NN3)CN(C4)C([C@@H](C4=CC=CC=C4)OC)=O)C=C2)C=CC=C1)=O 4-(4-(2-(2,6-dioxopiperidin-3-yl)benzyl)piperazin-1-yl)-N-(5-((R)-2-methoxy-2-phenylacetyl)-1,4,5,6-tetrahydropyrrolo[3,4-c]pyrazol-3-yl)benzamide